C(C)(C)(C)OC(=O)N1[C@@H](C[C@](C1)(F)COC\C=C\CCC(=O)OCC)C(=O)OCC1=CC=CC=C1 (2S,4R)-4-((((E)-6-ethoxy-6-oxohex-2-en-1-yl)oxy)methyl)-4-fluoropyrrolidine-1,2-dicarboxylic acid 2-benzyl ester 1-(tert-butyl) ester